NC=1C(=NC(=CN1)C1=CC=C(C=C1)S(=O)(=O)C(C)C)C1=CC(=NO1)C1=CC=C(CNC(=O)NCC)C=C1 1-(4-(5-(3-amino-6-(4-(isopropylsulphonyl)phenyl)pyrazin-2-yl)isoxazol-3-yl)benzyl)-3-ethylurea